C[C@@]1(CC2=C(C=CS2)CC1)NC(OC(C)(C)C)=O |r| Racemic-tert-butyl N-(6-methyl-5,7-dihydro-4H-benzothiophen-6-yl)carbamate